3,3-dimethylcyclobutane-1-carbaldehyde CC1(CC(C1)C=O)C